(1-(6-chloro-1-(pyridin-3-yl)-1H-indazol-3-yl)ethyl)-3-(furan-3-yl)-1H-pyrazolo[3,4-d]pyrimidin-4-amine ClC1=CC=C2C(=NN(C2=C1)C=1C=NC=CC1)C(C)N1N=C(C=2C1=NC=NC2N)C2=COC=C2